CN1CCN(CC1)CC1CN(CC1)C=O (3-((4-methylpiperazin-1-yl)methyl)pyrrolidin-1-yl)methanone